difluoro-9-(prop-2-yn-1-yl)-9H-purine FC=1N(C2=NC(=NC=C2N1)F)CC#C